C1(CCC1)C1=C(C=C(C(=C1)CN1CCC2(CN(C(O2)=O)C2=CC=C(C=C2)P(O)(O)=O)CC1)OCC)C1=CC=C(C=C1)F.[S].[Na] Sodium sulphur (4-(8-((2-cyclobutyl-5-ethoxy-4'-fluoro-[1,1'-biphenyl]-4-yl)methyl)-2-oxo-1-oxa-3,8-diazaspiro[4.5]decan-3-yl)phenyl)phosphonic acid